BrCCCCN1C=C2C=CC=CC2=C1 2-(4-bromobutyl)isoindol